NC1=CC=C(C=C1)N1CCN(CC1)C1CCC2(CCN(CC2)C2=CC=C(N=N2)C(=O)NC2C(NC(CC2)=O)=O)CC1 6-[9-[4-(4-aminophenyl)piperazin-1-yl]-3-azaspiro[5.5]undecan-3-yl]-N-(2,6-dioxo-3-piperidyl)pyridazine-3-carboxamide